S(=O)(O)O.S(O)(O)=O bisulphite (hydrogen sulfite)